trifluoro-pentanoic acid FC(CCCC(=O)O)(F)F